CN1C(COC2=C1C=CC(=C2)NC(CC2=CC=C(C=C2)C2=CC=1N(C=C2)N=CN1)=O)=O N-(4-Methyl-3-oxo-1,4-benzoxazin-7-yl)-2-[4-([1,2,4]triazolo[1,5-a]pyridin-7-yl)phenyl]acetamide